(Z)-7-hexadecenol C(CCCCC\C=C/CCCCCCCC)O